N-methylphenazine methyl-sulfate tert-butyl-(1S,5R)-4-cyano-1-(5-chloro-2-fluorophenyl)-3-azabicyclo[3.1.0]hexane-3-carboxylate C(C)(C)(C)OC(=O)N1C[C@]2(C[C@H]2C1C#N)C1=C(C=CC(=C1)Cl)F.COS(=O)(=O)O.CN1C=2C=CC=CC2NC2=CC=CC=C12